N1(CCCCC1)C[C@H]1C[C@@H](NC1)CONC(=O)[C@H]1N2C(N([C@H](CC1)C2)OS(=O)(=O)O)=O (2S,5R)-N-{[(2R,4S)-4-(Piperidin-1-ylmethyl)-pyrrolidin-2-yl]methyloxy}-7-oxo-6-(sulfooxy)-1,6-diazabicyclo[3.2.1]octane-2-carboxamide